3,5-diiodo-4-styrenesulfonate sodium salt [Na+].IC=1C=C(C=C)C=C(C1S(=O)(=O)[O-])I